N-(4-(2-(((1R,3S)-3-aminocyclohexyl)amino)-8-ethylquinazolin-6-yl)-2-fluorophenyl)-2-chlorobenzenesulfonamide N[C@@H]1C[C@@H](CCC1)NC1=NC2=C(C=C(C=C2C=N1)C1=CC(=C(C=C1)NS(=O)(=O)C1=C(C=CC=C1)Cl)F)CC